C(\C=C/C(=O)O)(=O)O.C(\C=C/C(=O)O)(=O)O.ClC=1C=C(C=CC1F)NC1=NC=NC2=CC(=C(C=C12)NC(C=CCN(C)C)=O)O[C@@H]1COCC1 4-[(3-chloro-4-fluorophenyl)amino]-6-{[4-(N,N-dimethylamino)-1-oxo-2-butene-1-yl]-amino}-7-((S)-tetrahydrofuran-3-yloxy)-quinazoline dimaleate